FC(F)(F)[Si](CCC)(CCC)CCC trifluoromethyl-tripropyl-silane